[P].[Ge].[Li] lithium-germanium phosphorus